NC1=NC2=CC=C(C=C2C=C1C)C(=O)N(CC1=NC=C(C=C1)C(F)(F)F)[C@@H]1COCC[C@H]1O 2-amino-N-((3R,4R)-4-hydroxytetrahydro-2H-pyran-3-yl)-3-methyl-N-((5-(trifluoromethyl)-2-pyridinyl)methyl)-6-quinolinecarboxamide